(R)-4-((4-((2-((tert-butyldiphenylsilyl)oxy)ethyl)(methyl)amino)-1-(phenylthio)butan-2-yl)amino)-3-((trifluoromethyl)sulfonyl)benzenesulfonamide [Si](C1=CC=CC=C1)(C1=CC=CC=C1)(C(C)(C)C)OCCN(CC[C@H](CSC1=CC=CC=C1)NC1=C(C=C(C=C1)S(=O)(=O)N)S(=O)(=O)C(F)(F)F)C